O=C([C@H](C)NC(OC(C)(C)C)=O)NC=1SC=C(N1)C1=CC(=CC=C1)C1=CC=NC=C1 (S)-tert-butyl (1-oxo-1-((4-(3-(pyridin-4-yl)phenyl)thiazol-2-yl)amino)propan-2-yl)carbamate